C(C)(C)(C)C1=CC(=NO1)NC(=O)NC1=CC=C(C=C1)N1C=NC2=C1C=C(C=C2)OCCOC 1-(5-tert-butyl-isoxazol-3-yl)-3-{4-[6-(2-methoxyl-ethoxyl)-benzimidazol-1-yl]-phenyl}urea